O=C(CC1C(CC2CCCCC12)C(=O)[O-])CC1C(CC2CCCCC12)C(=O)[O-] 2-oxopropane-1,3-diylbis(octahydro-1H-indene-2-carboxylate)